2-chloro-N-(3-((6-((3,5-difluorobenzyl)amino)pyrimidin-4-yl)oxy)phenyl)acetamide ClCC(=O)NC1=CC(=CC=C1)OC1=NC=NC(=C1)NCC1=CC(=CC(=C1)F)F